ClC1=C(OC=2N=NC(=CC2C(=O)NC2=CC(N(C=C2)C)=O)C(F)(F)F)C=CC(=C1)F 3-(2-chloro-4-fluoro-phenoxy)-N-(1-methyl-2-oxo-4-pyridyl)-6-(trifluoromethyl)pyridazine-4-carboxamide